3-chloro-4-(1-{[2-(trimethylsilyl)ethoxy]methyl}pyrazol-4-yl)pyridin-2-ol ClC=1C(=NC=CC1C=1C=NN(C1)COCC[Si](C)(C)C)O